N=1ON=C2N=CC(=CC21)C2=CC(=C(N)C=C2Cl)F 4-([1,2,5]oxadiazolo[3,4-b]pyridin-6-yl)-5-chloro-2-fluoroaniline